Cl.Cl.CN([C@H]1CNC[C@H](C1)C)C (3R,5S)-N,N,5-trimethylpiperidin-3-amine dihydrochloride